6-cyclopropaneamido-4-({3-[2-(2-fluoroethyl)-2H-1,2,3-triazol-4-yl]-2-methoxyphenyl}amino)-N-(2H3)methylpyridazine-3-carboxamide C1(CC1)C(=O)NC1=CC(=C(N=N1)C(=O)NC([2H])([2H])[2H])NC1=C(C(=CC=C1)C1=NN(N=C1)CCF)OC